[O-]S(=O)(=O)C(F)(F)F.C1(=CC=CC=C1)[S+](C1=CC=C(C=C1)SC1=CC=CC=C1)C1=CC=CC=C1 diphenyl[4-(phenylthio)phenyl]sulfonium triflate